Cl.COC1=CC=2N(C=C1C(=O)NC=1N=NC(=CC1)N1C[C@@H](NCC1)C)C=C(N2)C (S)-7-methoxy-2-methyl-N-(6-(3-methylpiperazin-1-yl)pyridazin-3-yl)imidazo[1,2-a]pyridine-6-carboxamide hydrochloride